CC1(CCN(CC1)C=1OC2=C(C=C(C=C2C(C1)=O)C)[C@@H](C)NC1=C(C(=O)O)C(=CC=C1)F)C (R)-2-((1-(2-(4,4-dimethylpiperidin-1-yl)-6-methyl-4-oxo-4H-chromen-8-yl)ethyl)amino)-6-fluorobenzoic acid